N[C@@H]1CN(CCC1)C1=C2C(=NC=C1NC(=O)C1=NC(=C(C=C1)F)C1=C(C=C(C=C1F)S(=O)(=O)C)F)C(CC2)O N-{4-[(3S)-3-aminopiperidin-1-yl]-7-hydroxy-6,7-dihydro-5H-cyclopenta[b]pyridin-3-yl}-6-[2,6-difluoro-4-(methylsulfonyl)phenyl]-5-fluoropyridine-2-carboxamide